CN(C)CC1=C(C=C(C=C1F)C1=CC=2C(=NC=CC2C=2C=C3C=NNC3=CC2)N1)F 5-(2-(4-((dimethylamino)methyl)-3,5-difluorophenyl)-1H-pyrrolo[2,3-b]pyridin-4-yl)-1H-indazol